1-Methoxy-3-(3-phenylpent-1-yn-1-yl)benzene COC1=CC(=CC=C1)C#CC(CC)C1=CC=CC=C1